5-(((3s,4r)-1-((7-ethyl-6-oxo-5,6-dihydro-1,5-naphthyridin-3-yl)methyl)-4-fluoropyrrolidin-3-yl)oxy)-N-methylpyridineamide C(C)C=1C(NC=2C=C(C=NC2C1)CN1C[C@@H]([C@@H](C1)F)OC=1C=CC(=NC1)C(=O)NC)=O